(2,2,2-trifluoroethyl)-2,4-dihydro-3H-1,2,4-triazol-3-one FC(CN1N=CNC1=O)(F)F